(2-(8-(2-(pyridin-4-yl)pyrido[3,4-d]pyrimidin-4-yl)-2,8-diazaspiro[4.5]decan-2-yl)ethyl)acetamide N1=CC=C(C=C1)C=1N=C(C2=C(N1)C=NC=C2)N2CCC1(CCN(C1)CCCC(=O)N)CC2